11-Chloro-8H-benzofuro[2,3-c]carbazole-2,4,6,7,9,12-d6 ClC=1C(=C2C3=C4C(=C(C(=C3NC2=C(C1)[2H])[2H])[2H])OC1=C4C=C(C=C1[2H])[2H])[2H]